C(CCC)OC(CCCCCCCCCCC=CCCCCC)=O 12-octadecenoic acid Butyl ester